N-((2,4-dichloropyrimidin-5-yl)methyl)-2-methylpropan-2-amine ClC1=NC=C(C(=N1)Cl)CNC(C)(C)C